N-(4-((4-(1-isopropyl-1H-pyrazol-4-yl)-5-methylpyrimidin-2-yl)amino)benzyl)-2-chloroacetamide C(C)(C)N1N=CC(=C1)C1=NC(=NC=C1C)NC1=CC=C(CNC(CCl)=O)C=C1